BrC=1C=C(C#N)C=C(C1)B1OC(C(O1)(C)C)(C)C 3-bromo-5-(4,4,5,5-tetramethyl-1,3,2-dioxaborolan-2-yl)benzonitrile